4-hydroxyethylpiperidine OCCC1CCNCC1